N-acetyl-2,3-dideutero-L-alanine C(C)(=O)N[C@@](C[2H])(C(=O)O)[2H]